FC1=CC(=C(C=C1)NC(/C=N/O)=O)C (2E)-N-(4-fluoro-2-methyl-phenyl)-2-hydroxyimino-acetamide